CN1C(=NC2=C(C1=O)C=NN2)N2CC1(CN(C1)C=1C=NC(=NC1)C(F)(F)F)CC2 5-methyl-6-(2-(2-(trifluoromethyl)pyrimidin-5-yl)-2,6-diazaspiro[3.4]octan-6-yl)-1,5-dihydro-4H-pyrazolo[3,4-d]pyrimidin-4-one